(5-(5-chloro-2-methoxypyridin-4-yl)-1H-pyrazole-3-carbonyl)-N-(4-(trifluoromethoxy)benzyl)piperidine-4-carboxamide ClC=1C(=CC(=NC1)OC)C1=CC(=NN1)C(=O)N1CCC(CC1)C(=O)NCC1=CC=C(C=C1)OC(F)(F)F